C1(=CC=CC=C1)[C@H](CC)[NH3+] (S)-1-phenylpropylammonium